pentylzinc C(CCCC)[Zn]